α-(phenylamino)-4-[5-(trifluoromethyl)-1,2,4-oxadiazol-3-yl]benzeneacetonitrile C1(=CC=CC=C1)NC(C#N)C1=CC=C(C=C1)C1=NOC(=N1)C(F)(F)F